azepan-1-yl(4'-methyl-[1,1'-biphenyl]-3-yl)methanone N1(CCCCCC1)C(=O)C=1C=C(C=CC1)C1=CC=C(C=C1)C